C(C)(C)(C)OC(=O)N1C2CC2N(CC1)C=1C2=C(N=C(N1)Cl)N=C(C(=C2)Cl)Cl tert-butyl-5-(2,6,7-trichloropyrido[2,3-d]pyrimidin-4-yl)-2,5-diazabicyclo[4.1.0]heptane-2-carboxylate